COCOC=1C=C(C=CC1B1OC(C(O1)(C)C)(C)C)C=1C=CC=2N(C1)C=C(N2)C 6-(3-(methoxymethoxy)-4-(4,4,5,5-tetramethyl-1,3,2-dioxaborolan-2-yl)phenyl)-2-methylimidazo[1,2-a]pyridine